4-(1,3-dimethyl-1H-pyrazol-5-yl)-6-(3-(methylamino)azetidin-1-yl)pyrimidin-2-amine CN1N=C(C=C1C1=NC(=NC(=C1)N1CC(C1)NC)N)C